6-(6-ethoxypyridin-3-yl)-N-((2-fluoro-5-methoxybenzyl)oxy)-5-hydroxypyrazine-2-carboxamide C(C)OC1=CC=C(C=N1)C1=C(N=CC(=N1)C(=O)NOCC1=C(C=CC(=C1)OC)F)O